C(C=C)(=O)OCCOC1=C(C=C(C=C1)C1(C2=CC=CC=C2C=2C=CC=CC12)C1=CC(=C(C=C1)OCCOC(C=C)=O)C)C 9,9-bis(4-acryloxyethoxy-3-methylphenyl)fluorene